tert-butyl N-[3-({2-[(4-bromopyridin-2-yl)carbamoyl]ethyl}amino)propyl]-N-methylcarbamate BrC1=CC(=NC=C1)NC(=O)CCNCCCN(C(OC(C)(C)C)=O)C